[Pt].C(CCCCC)=N hexaanimine platinum